2,2,3,3-tetramethylsuccinic acid CC(C(=O)O)(C(C(=O)O)(C)C)C